C(C1=C(C(=CC(=C1)C(C)(C)CC(C)(C)C)N1N=C2C(=N1)C=CC=C2)O)C2=C(C(=CC(=C2)C(C)(C)CC(C)(C)C)N2N=C1C(=N2)C=CC=C1)O 2,2'-methylenebis[6-(2H-benzotriazole-2-yl)-4-t-octylphenol]